CC1=CC=C(C=C1)S(=O)(=O)N1C=C(C=2C(=NC=CC21)C(F)(F)F)B2OC(C(O2)(C)C)(C)C 1-(4-methylbenzenesulfonyl)-3-(4,4,5,5-tetramethyl-1,3,2-dioxaborolan-2-yl)-4-(trifluoromethyl)-1H-pyrrolo[3,2-c]pyridine